cis-3-methyl-N-(4-methyl-3-(1,2,4-triazin-3-yl)phenyl)-6-azabicyclo[3.1.1]heptane-6-carboxamide CC1CC2N(C(C1)C2)C(=O)NC2=CC(=C(C=C2)C)C=2N=NC=CN2